CC(C(=O)OCCCO)=C hydroxypropyl (methyl)acrylate